C1(=CC=CC=C1)P(C1=CC=CC=C1)(C1=CC=CC=C1)C1=CC=CC=C1 tetraphenylphosphine